6-(2,5-dimethyl-2H-1,2,3-triazol-4-yl)-4-fluoroisoindolin-1-one CN1N=C(C(=N1)C1=CC(=C2CNC(C2=C1)=O)F)C